6-chloro-5-fluoro-1-(4-fluoro-2-methylphenyl)-3-(6-methoxy-2-methylpyridin-3-yl)-2,3-dihydroquinazolin-4(1H)-one ClC=1C(=C2C(N(CN(C2=CC1)C1=C(C=C(C=C1)F)C)C=1C(=NC(=CC1)OC)C)=O)F